1-{[(2S,4S)-4-ethyl-4-fluoro-5-oxopyrrolidin-2-yl]methoxy}-7-(propan-2-yloxy)isoquinoline-6-carboxamide C(C)[C@@]1(C[C@H](NC1=O)COC1=NC=CC2=CC(=C(C=C12)OC(C)C)C(=O)N)F